5-(4-((7-ethyl-6-oxo-5,6-dihydro-1,5-naphthyridin-3-yl)methyl)piperazin-1-yl)-N-((1R,2S)-2-fluorocyclopropyl)picolinamide C(C)C=1C(NC=2C=C(C=NC2C1)CN1CCN(CC1)C=1C=CC(=NC1)C(=O)N[C@H]1[C@H](C1)F)=O